3-(4-(2-(2-(2-iodoethoxy)ethoxy)ethylthio)-1-oxoisoindolin-2-yl)piperidine ICCOCCOCCSC1=C2CN(C(C2=CC=C1)=O)C1CNCCC1